NCC(CC(=O)O)C1=CC(=C(C=C1)Cl)OC(F)F 4-Amino-3-(4-chloro-3-(difluoromethoxy)phenyl)butanoic acid